methyl cyanoacetate (methyl cyanoacetate) CC(C(=O)O)C#N.C(#N)CC(=O)OC